FC=1C=C(C=CC1N1N=CC(=C1)C(F)(F)F)CO [3-fluoro-4-[4-(trifluoromethyl)pyrazol-1-yl]phenyl]methanol